COC1=C(COC2CN(C2)C(=O)OC(C)(C)C)C=CC(=C1)C(F)(F)F tert-butyl 3-((2-methoxy-4-(trifluoromethyl)benzyl)oxy)azetidine-1-carboxylate